Methyl 3-(3'-(5-chloro-2H-benzo[d][1,2,3]triazol-2-yl)-2'-hydroxy-[1,1'-biphenyl]-4-yl)propanoate ClC1=CC=2C(=NN(N2)C=2C(=C(C=CC2)C2=CC=C(C=C2)CCC(=O)OC)O)C=C1